C(CCC)C1(CS(C2=C(N(C1)C1=CC=C(C=C1)F)C=C(C(=C2)O)SC)(=O)=O)CCCC 3,3-Dibutyl-5-(4-fluorophenyl)-8-hydroxy-7-(methylsulfanyl)-2,3,4,5-tetrahydro-1,5-benzothiazepine 1,1-dioxide